NC1=CC=C(OC2=C(C(=C(C(=C2C2=C(C(=C(C(=C2F)F)F)F)F)F)F)F)OC2=CC=C(C=C2)N)C=C1 bis(4-aminophenoxy)octafluorobiphenyl